BrC1=C(C=C(OC2CCC(CC2)CO)C=C1)C(F)(F)F ((1r,4r)-4-(4-bromo-3-(trifluoromethyl)phenoxy)cyclohexyl)methanol